3-{[(3,5-difluoro-4-{[3-(trifluoromethyl)-1-{[2-(trimethylsilyl)ethoxy]methyl}-1H-pyrrolo[2,3-b]pyridin-4-yl]oxy}phenyl)carbamoyl]amino}oxetane-3-carboxamide FC=1C=C(C=C(C1OC1=C2C(=NC=C1)N(C=C2C(F)(F)F)COCC[Si](C)(C)C)F)NC(=O)NC2(COC2)C(=O)N